4-Methyl-11-azatricyclo[6.2.1.02,7]undeca-2,4,6-triene hydrochloride Cl.CC=1C=C2C3CCC(C2=CC1)N3